NCC(C)=O 3-aminoaceton